5-Fluoro-6-(4-(1-methyl-2,3-dioxo-2,3-dihydropyrido[2,3-b]pyrazin-4(1H)-yl)piperidin-1-yl)nicotinonitrile FC=1C(=NC=C(C#N)C1)N1CCC(CC1)N1C2=C(N(C(C1=O)=O)C)C=CC=N2